CN1N=C(C=C1C)NC1=NC=C(C(=N1)C1=CNC2=C(C=CC=C12)NC(CN1C[C@H](CC1)OC=1C=NC(=NC1)C1=CC=NC=C1)=O)C (S)-N-(3-(2-((1,5-dimethyl-1H-pyrazol-3-yl)amino)-5-methylpyrimidin-4-yl)-1H-indol-7-yl)-2-(3-((2-(pyridin-4-yl)pyrimidin-5-yl)oxy)pyrrolidin-1-yl)acetamide